(Z)-4-(mesitylamino)pent-3-ene C1(=C(C(=CC(=C1)C)C)N\C(=C/CC)\C)C